[Li].[La].[Sn] tin lanthanum lithium